[N+](=O)([O-])C1=CC=C(O1)/C=C/C=N/N1C(=NN=C1C1=CC=CC=C1)S 4-{[(1E,2E)-3-(5-nitrofuran-2-yl)prop-2-en-1-ylidene]amino}-5-phenyl-4H-1,2,4-triazole-3-thiol